CNC(=O)C=1C=CC2=C(OCC3N2CCN(C3)CC3=CC=2NC(N(C(C2S3)=O)C)=O)N1 N-methyl-3-((3-methyl-2,4-dioxo-1,2,3,4-tetrahydrothieno[3,2-d]pyrimidin-6-yl)methyl)-1,2,3,4,4a,5-hexahydropyrazino[1,2-d]pyrido[2,3-b][1,4]oxazine-8-carboxamide